ClC=1C(N(C(=CC1OCC1=NC=C(C=C1F)F)C)C1=CC(=NC=C1C)C1=NC(=NC=C1)C(C#N)(C)C)=O (4-(3-chloro-4-((3,5-difluoropyridin-2-yl)methoxy)-5',6-dimethyl-2-oxo-2H-[1,4'-bipyridin]-2'-yl)pyrimidin-2-yl)-2-methylpropanenitrile